C(C)(C)(C)C1N(CC12CCCN(C2)C(=O)OC2=CC=CC1=C2OC2=C1C(=C(C(=C2[2H])[2H])[2H])[2H])C(CO)=O dibenzo[b,d]Furan-6,7,8,9-d4-4-ol tert-Butyl-2-(2-hydroxyacetyl)-2,8-diazaspiro[3.5]nonane-8-carboxylate